CCCCN(C)C N,N-dimethylaminobutane